C(C)(C)(C)C1=CC=C(C=C1)CCC(C(=O)NCC=1SC=C2C1CN(C2=O)C2C(NC(CC2)=O)=O)C 4-(4-(tert-butyl)phenyl)-N-((5-(2,6-dioxopiperidin-3-yl)-4-oxo-5,6-dihydro-4H-thieno[3,4-c]pyrrol-1-yl)methyl)-2-methylbutanamide